methyl (7-(((S)-1-((tert-butyldiphenylsilyl)oxy)hexan-3-yl)amino)-1-(2-methoxy-4-(pyrrolidin-2-yl)benzyl)-1H-pyrazolo[4,3-d]pyrimidin-5-yl)carbamate [Si](C1=CC=CC=C1)(C1=CC=CC=C1)(C(C)(C)C)OCC[C@H](CCC)NC=1C2=C(N=C(N1)NC(OC)=O)C=NN2CC2=C(C=C(C=C2)C2NCCC2)OC